methyl (E)-2-[2-(4-tert-butyl-pyridin-2-yloxy)phenyl]-3-methoxyacrylate C(C)(C)(C)C1=CC(=NC=C1)OC1=C(C=CC=C1)/C(/C(=O)OC)=C\OC